6-(tert-butyl)-10-isopropoxy-2-oxo-6,7-dihydro-2H-pyrido[2',1':3,4]pyrazino[1,2-b]indazole-3-carboxylic acid C(C)(C)(C)C1N2C(C=3N(N=C4C(=CC=CC34)OC(C)C)C1)=CC(C(=C2)C(=O)O)=O